N-(2-(4-hydroxypiperidin-1-yl)-2-oxoethyl)-4-((3-(4-methoxyphenyl)imidazo[1,2-a]pyrazin-8-yl)amino)-2-methylbenzamide OC1CCN(CC1)C(CNC(C1=C(C=C(C=C1)NC=1C=2N(C=CN1)C(=CN2)C2=CC=C(C=C2)OC)C)=O)=O